(+/-)-cis-N-(3-((2-(5-fluoro-1-tosyl-1H-pyrrolo[2,3-b]pyridin-3-yl)-7-methyl-7H-pyrrolo[2,3-d]pyrimidin-4-yl)amino)cyclohexyl)-1H-1,2,3-triazole-4-carboxamide FC=1C=C2C(=NC1)N(C=C2C=2N=C(C1=C(N2)N(C=C1)C)N[C@H]1C[C@H](CCC1)NC(=O)C=1N=NNC1)S(=O)(=O)C1=CC=C(C)C=C1 |r|